(1R,2S)-2-(3-iodo-1H-indazol-6-yl)-5'-methoxy-1'-methylspiro[cyclopropane-1,3'-indol]-2'-one IC1=NNC2=CC(=CC=C12)[C@@H]1C[C@@]12C(N(C1=CC=C(C=C21)OC)C)=O